C(#N)C=1C=C(C=CC1F)N(C(=O)C1N(NC(C1)=O)C1=NC(=CC(=C1)C(F)(F)F)C)C N-(3-cyano-4-fluorophenyl)-N-methyl-2-(6-methyl-4-(trifluoromethyl)pyridin-2-yl)-5-oxopyrazolidine-3-carboxamide